creatine carbonate salt C(O)(O)=O.O=C(O)CN(C)C(N)=N